CC1=C(C(=C(C(=O)P(C2=CC=CC=C2)(C(C2=C(C(=C(C=C2)C)C)C)=O)=O)C=C1)C)C bis(trimethylbenzoyl)phenylphosphine oxide